NC1=NC=2C=NC(=CC2C2=C1[C@H](OC2)C)C(=O)N(C)[C@@H]2COCC1=C2C=CC(=C1)OC (3R)-4-amino-N-((4S)-7-methoxy-3,4-dihydro-1H-2-benzopyran-4-yl)-N,3-dimethyl-1,3-dihydrofuro[3,4-c][1,7]naphthyridine-8-carboxamide